(4-ethylphenyl)methanamine C(C)C1=CC=C(C=C1)CN